3-chloro-5-((6-oxo-4-(1,1,2,2-tetrafluoroethyl)-1,6-dihydropyrimidin-5-yl)oxy)benzonitrile ClC=1C=C(C#N)C=C(C1)OC1=C(N=CNC1=O)C(C(F)F)(F)F